O1CCN(CC1)CCCOC1=C(C=C2C(=NC=NC2=C1)N)[N+](=O)[O-] 7-(3-morpholinopropoxy)-6-nitroquinazolin-4-amine